FC=1C=CC(=C(C(=O)NCC2=C(C=CC=C2)C2(C=NNC2)C(=O)N)C1)OC 4-((5-fluoro-2-methoxybenzamidomethyl)phenyl)-1H-pyrazole-4-carboxamide